FC=1C=CC(=C(C1)C1=CC=2C(=CN=C(C2)NC(=O)C2CC2)N1C)C N-[2-(5-fluoro-2-methylphenyl)-1-methylpyrrolo[2,3-c]pyridin-5-yl]cyclopropanecarboxamide